4-{4-amino-6-[4-(2-methylprop-2-enamido)phenyl]-7H-cyclopenta[d]pyrimidin-5-yl}benzoic acid NC=1C2=C(N=CN1)CC(=C2C2=CC=C(C(=O)O)C=C2)C2=CC=C(C=C2)NC(C(=C)C)=O